C(CCCCCCCC)C(=O)CCCCCCCCCCCCCCCC n-Hexadecyl nonyl ketone